4-iodo-1,7-naphthyridin-3-amine IC1=C(C=NC2=CN=CC=C12)N